N-2-Ethyl-hexyl-1,3-bis(aminomethyl)benzol CCNCC1=C(C(=CC=C1)CN)CCCCCC